(2S)-2-({2-[bis(4-methoxybenzyl)sulfamoyl]ethyl}amino)-N,N-bis(2-thienylmethyl)hexanamide COC1=CC=C(CN(S(=O)(=O)CCN[C@H](C(=O)N(CC=2SC=CC2)CC=2SC=CC2)CCCC)CC2=CC=C(C=C2)OC)C=C1